F[C@H]1CN(CC[C@H]1NC1=C2C=C(N(C2=CC=C1)CC(F)(F)F)C1=NOC(=N1)CNC(=O)C=1C(=NN(C1)C(C)C)C)C N-{[3-(4-{[(3S,4R)-3-fluoro-1-methylpiperidin-4-yl]amino}-1-(2,2,2-trifluoroethyl)-1H-indol-2-yl)-1,2,4-oxadiazol-5-yl]methyl}-3-methyl-1-(propan-2-yl)-1H-pyrazole-4-carboxamide